ClC1=C(C(=CC(=C1)F)F)OC 1-chloro-3,5-difluoro-2-methoxybenzene